1-(2-((1-(cyclopropylsulfonyl)piperidin-4-yl)amino)-6-methylpyrido[3,4-d]pyrimidin-8-yl)-3-(2-fluoroethyl)azetidine-3-carbonitrile C1(CC1)S(=O)(=O)N1CCC(CC1)NC=1N=CC2=C(N1)C(=NC(=C2)C)N2CC(C2)(C#N)CCF